2-{(E)-{2-{6-amino-9-[(2R,3R,4S,5R)-3,4-dihydroxy-5-(hydroxymethyl)tetrahydrofuran-2-yl]-9H-purin-2-yl}hydrazono}methyl}benzonitrile NC1=C2N=CN(C2=NC(=N1)N\N=C\C1=C(C#N)C=CC=C1)[C@@H]1O[C@@H]([C@H]([C@H]1O)O)CO